3,4,5-tris(2-(2-(2-methoxyethoxy)ethoxy)ethoxy)benzamide tert-butyl-(2S)-4-[4-(4-tert-butoxy-1-cyano-4-oxo-butyl)phenyl]-2-methyl-piperazine-1-carboxylate C(C)(C)(C)OC(=O)N1[C@H](CN(CC1)C1=CC=C(C=C1)C(CCC(=O)OC(C)(C)C)C#N)C.COCCOCCOCCOC=1C=C(C(=O)N)C=C(C1OCCOCCOCCOC)OCCOCCOCCOC